(3aS,7aR)-3a-hydroxyoctahydro-1H-pyrrolo[3,4-c]pyridin-1-one O[C@]12CNCC[C@H]1C(NC2)=O